COCC(C)(C1=CC=C(C=C1)OC)C=1N=C(SC1)N 4-(1-methoxy-2-(4-methoxyphenyl)propan-2-yl)thiazol-2-amine